CNC Di-Methyl-Amine